C1(CC1)N1C=CC=2C1=NC(=CC2CN2CCCC2)C=2C=C1CN(C(C1=CC2)=O)C2C(NC(CC2)=O)=O 3-(5-(1-cyclopropyl-4-(pyrrolidin-1-ylmethyl)-1H-pyrrolo[2,3-b]pyridin-6-yl)-1-oxo-isoindolin-2-yl)piperidine-2,6-dione